N=1C=CN2C1C(=NC=C2)N2CCC1(C(NC(N1)=O)=O)CC2 8-imidazo[1,2-a]pyrazin-8-yl-1,3,8-triazaspiro[4.5]decane-2,4-dione